(R)-1-(2-aminopyridin-4-yl)-7-(2-(((3-chloropyridin-2-yl)oxy)methyl)pyrrolidin-1-yl)-6-methyl-4-oxo-1,4-dihydro-quinoline-3-carboxylic acid NC1=NC=CC(=C1)N1C=C(C(C2=CC(=C(C=C12)N1[C@H](CCC1)COC1=NC=CC=C1Cl)C)=O)C(=O)O